2-Ethylsulfanyl-N-[(4-fluorophenyl)-methyl]-4-methyl-[1,5]naphthyridine-3-carboxylic acid amide C(C)SC1=NC2=CC=CN=C2C(=C1C(=O)NCC1=CC=C(C=C1)F)C